3-(tert-butyl) 4-methyl (1S,4R,5S)-6-benzyl-3,6-diazabicyclo[3.2.2]nonane-3,4-dicarboxylate C(C1=CC=CC=C1)N1[C@@H]2[C@@H](N(C[C@H](C1)CC2)C(=O)OC(C)(C)C)C(=O)OC